butoxyvinyl acetate C(C)(=O)OC=COCCCC